6-[5-[2-[[3-(dimethylamino)-1-methyl-6,7-dihydro-5H-cyclopenta[c]pyridin-6-yl]methylamino]ethyl]-2-oxo-1,3-oxazolidin-3-yl]-4H-pyrido[3,2-b][1,4]oxazin-3-one CN(C1=CC2=C(C(=N1)C)CC(C2)CNCCC2CN(C(O2)=O)C=2C=CC=1OCC(NC1N2)=O)C